C1(=CC=CC=C1)S(=O)(=O)C1=CC=C(CNC(=O)N2CC3=C(CC2)ON=C3)C=C1 6,7-Dihydro-4H-isoxazolo[4,5-c]pyridine-5-carboxylic acid 4-benzenesulfonyl-benzylamide